ClC=1N(C=CN1)CC1=CC=C(C=C1)C1=C(SC(=C1)CC(C)C)S(=O)(=O)NC([O-])=O (3-(4-((2-chloro-1H-imidazol-1-yl)methyl)phenyl)-5-isobutylthiophene-2-yl)sulfonylcarbamate